(1S,2S,6R)-2-azido-6-(dibenzylamino)cyclohexyl methanesulfonate CS(=O)(=O)O[C@@H]1[C@H](CCC[C@H]1N(CC1=CC=CC=C1)CC1=CC=CC=C1)N=[N+]=[N-]